5-amino-3-(4-(methoxycarbonyl)benzyl)-1,2,3-oxadiazol-3-ium chloride [Cl-].NC1=C[N+](=NO1)CC1=CC=C(C=C1)C(=O)OC